FC1=C(C(=O)N[C@H](C(=O)OC)CC2=CC=C(C3=CC=CC=C23)C=2C(N(C(N(C2C)C)=O)C)=O)C(=CC(=C1)N[C@@H](C(F)(F)F)CC)F methyl (S)-2-(2,6-difluoro-4-(((R)-1,1,1-trifluorobutan-2-yl)amino) benzamido)-3-(4-(1,3,6-trimethyl-2,4-dioxo-1,2,3,4-tetrahydropyrimidin-5-yl)naphthalen-1-yl)propanoate